3-[6-(6-cyclopentyloxy-pyridin-2-yl)-1-methyl-1,2,3,4-tetrahydro-quinolin-2-yl]-propionic acid C1(CCCC1)OC1=CC=CC(=N1)C=1C=C2CCC(N(C2=CC1)C)CCC(=O)O